CN1[C@@H](CCC1)[C@H](C)OC1=CC(=NC(=N1)C1=NC(=NO1)C(C)(C)C1=CC=CC=C1)O[C@@H]1C[C@H](N(CC1)C(C=C)=O)CC#N 2-[(2R,4S)-4-({6-[(1S)-1-[(2S)-1-Methylpyrrolidin-2-yl]ethoxy]-2-[3-(2-phenylpropan-2-yl)-1,2,4-oxadiazol-5-yl]pyrimidin-4-yl}oxy)-1-(prop-2-enoyl)piperidin-2-yl]acetonitrile